8-(2,4-difluorophenyl)-2,3-dimethyl-6-((2r,6s)-2-methyl-6-(2-methylpyridin-4-yl)morpholino)pyrido[3,4-d]pyrimidin-4(3H)-one FC1=C(C=CC(=C1)F)C1=NC(=CC2=C1N=C(N(C2=O)C)C)N2C[C@H](O[C@H](C2)C2=CC(=NC=C2)C)C